BrC=1C=C(C=2N(C1)C=C(N2)C)OC=2C=NN(C2)COCC[Si](C)(C)C 2-[[4-(6-bromo-2-methyl-imidazo[1,2-a]pyridin-8-yl)oxypyrazol-1-yl]methoxy]ethyl-trimethyl-silane